FC1(C[C@@H](OC1)CNC(=O)C1=C(C2=C(C=CC3=CN(N=C23)C[C@@H]2OCCOC2)O1)C(F)(F)F)F |&1:3| N-{[(2RS)-4,4-difluorotetrahydrofuran-2-yl]methyl}-2-{[(2S)-1,4-dioxan-2-yl]methyl}-8-(trifluoromethyl)-2H-furo[2,3-g]indazole-7-carboxamide